NC1=C(C=CC(=C1)NCC1=CC=C(C=C1)C(F)(F)F)NC(CCC\C=C/CCCC)=O (Z)-N-(2-Amino-4-((4-(trifluoromethyl)benzyl)amino)phenyl)dec-5-enamid